1-(3-(2-(1H-Pyrrolo[2,3-b]pyridin-3-yl)thiazol-4-yl)phenyl)-1-(1-methyl-1H-imidazol-2-yl)ethanol N1C=C(C=2C1=NC=CC2)C=2SC=C(N2)C=2C=C(C=CC2)C(C)(O)C=2N(C=CN2)C